2-(2-chlorophenyl)-N-(2-(cyclopropyldifluoromethyl)-4-sulfamoyl-2H-indazol-6-yl)acetamide ClC1=C(C=CC=C1)CC(=O)NC=1C=C(C2=CN(N=C2C1)C(F)(F)C1CC1)S(N)(=O)=O